4-((3-(4-Chloro-2,3-difluorophenyl)imidazo[1,2-a]pyrazin-8-yl)amino)-2-ethylbenzoic acid Methyl-4-((3-(4-chloro-2,3-difluorophenyl)imidazo[1,2-a]pyrazin-8-yl)amino)-2-ethylbenzoate COC(C1=C(C=C(C=C1)NC=1C=2N(C=CN1)C(=CN2)C2=C(C(=C(C=C2)Cl)F)F)CC)=O.ClC2=C(C(=C(C=C2)C2=CN=C1N2C=CN=C1NC1=CC(=C(C(=O)O)C=C1)CC)F)F